2-methyl-2-(2,2,4,4,6,6-hexamethylheptyl)-Aziridine CC1(NC1)CC(CC(CC(C)(C)C)(C)C)(C)C